3-(3-Chloro-4-fluorophenyl)-1-(3-hydroxypropyl)-1-(6-oxo-1,2,3,4,5,6-hexahydrophenanthridin-1-yl)urea ClC=1C=C(C=CC1F)NC(N(C1CCCC=2NC(C3=CC=CC=C3C12)=O)CCCO)=O